(1,4-dioxaspiro[4.5]decan-8-yl)methanol O1CCOC12CCC(CC2)CO